NC=1N=C(SC1C(C1=CC=C(C=C1)OCC(=O)N1CC2=CC=CC=C2CC1)=O)N(C1=CC=C(C=C1)F)C(C(=O)N)C (N-[4-amino-5-[4-[2-(3,4-dihydro-1H-isoquinolin-2-yl)-2-oxo-ethoxy]benzoyl]thiazol-2-yl]-4-fluoro-anilino)propanamide